[2-[4-hydroxy-4-(hydroxymethyl)cyclohexyl]indazol-5-yl]-6-(trifluoromethyl)pyridine-2-carboxamide OC1(CCC(CC1)N1N=C2C=CC(=CC2=C1)C=1C(=NC(=CC1)C(F)(F)F)C(=O)N)CO